C1(CC1)CN(C1=C2CN(C(C2=CC=C1)=O)C1C(NC(CC1)=O)=O)C1CCC(CC1)NCC1(CC1)C(F)(F)F 3-(4-((cyclopropylmethyl)((1r,4r)-4-(((1-(trifluoromethyl)cyclopropyl)methyl)amino)cyclohexyl)amino)-1-oxoisoindolin-2-yl)piperidine-2,6-dione